CC(C(C)C)N1N=CC=2N=C(N=C(C21)N[C@H](C)C=2C=NC1=CC=CC=C1C2)N2CCN(CC2)C(C)=O 1-{4-[1-(1,2-dimethyl-propyl)-7-((R)-1-quinolin-3-yl-ethylamino)-1H-pyrazolo[4,3-d]pyrimidin-5-yl]-piperazin-1-yl}-ethanone